C1(CCCCC1)P(C1=CC=NN1C=1C(=NN(C1C1=CC=CC=C1)C1=CC=CC=C1)C1=CC=CC=C1)C1CCCCC1 5-(dicyclohexylphosphino)-1',3',5'-triphenyl-1'H-[1,4']bipyrazole